4-amino-9-ethyl-9-hydroxy-1,2,3,9,12,15-hexahydro-10H,13H-benzo[de]pyrano[3',4':6,7]indolizino[1,2-b]quinoline-10,13-dione NC1=C2C=3C(=C4C(=NC3C=C1)C1=CC3=C(C(N1C4)=O)COC(C3(O)CC)=O)CCC2